5-(4-((2-acetamidopyridin-4-yl)methyl)piperazin-1-yl)-N,6-dimethylpicolinamide C(C)(=O)NC1=NC=CC(=C1)CN1CCN(CC1)C=1C=CC(=NC1C)C(=O)NC